SCCOCCOCCOCCS 1,11-dimercapto-3,6,9-trioxaundecane